C(C)C1=CC=C(C=C1)N1N=CC(=C1)C=1C=C2C(=CNC2=CC1)NC(=O)C1CN(C1)C N-{5-[1-(4-ethylphenyl)-1H-pyrazol-4-yl]-1H-indol-3-yl}-1-methylazetidine-3-carboxamide